(S)-(2,7-Dimethyl-3-(1-methyl-3-(trifluoromethyl)-1H-pyrazol-5-yl)-2,4,5,7-tetrahydro-6H-pyrazolo[3,4-c]pyridin-6-yl)(3-methoxy-2-methylphenyl)methanone CN1N=C2[C@@H](N(CCC2=C1C1=CC(=NN1C)C(F)(F)F)C(=O)C1=C(C(=CC=C1)OC)C)C